FC1C(NC(CC1O)(C)C)(C)C 3-fluoro-2,2,6,6-tetramethylpiperidin-4-ol